β-naphthylethyl ether C1=CC=C2C=C(C=CC2=C1)CCOCCC3=CC4=CC=CC=C4C=C3